NC1=NC(=C2C(=N1)N(N=C2)CC2=CC(=C(C=C2)N)C)C2=CC(=NC=C2)C#N 4-(6-amino-1-(4-amino-3-methylbenzyl)-1H-pyrazolo[3,4-d]pyrimidin-4-yl)pyridinecarbonitrile